FC1=C(C=C(C=C1)F)C1=CC=C(C=C1)CC(=O)N(C=1SC(=C(N1)C)[S@](=O)(=N)C)C (S)-2-(2',5'-difluoro-[1,1'-biphenyl]-4-yl)-N-methyl-N-(4-methyl-5-(S-methyl-sulfonimidoyl)thiazol-2-yl)acetamide